CC1=CC=C(C=C1)C1=CC=C(C=C1)CSC1=C(N=NN1)C(=O)O 5-(((4'-methyl-[1,1'-biphenyl]-4-yl)methyl)thio)-1H-1,2,3-triazole-4-carboxylic acid